BrC1=CC=C(C=C1)C[C@@H](C(=O)NC)NC(=O)C1=CC(=NN1)C1=CC=CC=C1 (S)-N-(3-(4-bromophenyl)-1-(methylamino)-1-oxopropan-2-yl)-3-phenyl-1H-pyrazole-5-carboxamide